CC1=C(OC=2CCC3=CN(N=C3C21)CC=2C=NC=CC2)C(=O)OCC ethyl 8-methyl-2-[(pyridin-3-yl) methyl]-4,5-dihydro-2H-furo[2,3-g]indazole-7-carboxylate